NC1CC=CC2=C(N1CCC)C=C(C=C2)S(NC)(=O)=O 2-amino-8-(N-methylsulfamoyl)-N-propyl-3H-benzo[b]azepine